CC1(N=CN=C1)C 4-methyl-4-methylimidazol